trans-(R)-6-chloro-N-(4-((6-chloroquinolin-2-yl)carbamoyl)cyclohexyl)-3,4-dihydro-2H-benzo[b][1,4]oxazine-2-carboxamide ClC1=CC2=C(O[C@H](CN2)C(=O)N[C@@H]2CC[C@H](CC2)C(NC2=NC3=CC=C(C=C3C=C2)Cl)=O)C=C1